N1C=NC=C1C1=C(N=C2N1C=CC(=N2)N)C2=NC(=NN2)C(F)(F)F 3-(1H-imidazol-5-yl)-2-[3-(trifluoromethyl)-1H-1,2,4-triazol-5-yl]imidazo[1,2-a]pyrimidin-7-amine